1-(3-bromo-4-ethoxy-5-fluorophenyl)ethanone BrC=1C=C(C=C(C1OCC)F)C(C)=O